1-(1-(1-((1H-1,2,4-triazol-3-yl)methoxy)-6,7-difluoroisoquinolin-4-yl)ethyl)-3-(3-chloro-4-fluorophenyl)-1-(3-hydroxypropyl)urea N1N=C(N=C1)COC1=NC=C(C2=CC(=C(C=C12)F)F)C(C)N(C(=O)NC1=CC(=C(C=C1)F)Cl)CCCO